1-(((2S,3R)-2-ethyl-4-hydroxy-3-((1-methyl-1H-imidazol-5-yl)methyl)butanoyl)oxy)ethyl 2-((5-bromoquinoxalin-6-yl)amino)-4,5-dihydro-1H-imidazole-1-carboxylate BrC1=C2N=CC=NC2=CC=C1NC=1N(CCN1)C(=O)OC(C)OC([C@H]([C@H](CO)CC1=CN=CN1C)CC)=O